C1(CC1)C1=C(C(=NO1)C1=C(C=NC=C1Cl)Cl)/C=C/C1C2CN(CC12)C1=NOC(=N1)C=1C=C(C(=O)O)C=C(C1)C(F)(F)F (E)-3-(3-(6-(2-(5-cyclopropyl-3-(3,5-dichloropyridin-4-yl)isoxazol-4-yl)vinyl)-3-azabicyclo[3.1.0]hex-3-yl)-1,2,4-oxadiazol-5-yl)-5-(trifluoromethyl)benzoic acid